(6R,7aS)-6-(2-benzyloxyethoxy)-5,6,7,7a-tetrahydropyrrolo[1,2-c]imidazole-1,3-dione C(C1=CC=CC=C1)OCCO[C@@H]1C[C@@H]2N(C(NC2=O)=O)C1